2-methyl-4,5-dihydro-oxazole CC=1OCCN1